aminopropyl-sodium NCCC[Na]